3-(1-benzyl-4-cyanopiperidin-4-yl)-6-(2-ethoxyphenyl)picolinic acid C(C1=CC=CC=C1)N1CCC(CC1)(C#N)C=1C(=NC(=CC1)C1=C(C=CC=C1)OCC)C(=O)O